5-cyclobutyl-N-(2-methyl-8-(2-((1-methyl-1H-pyrazol-4-yl)amino)pyrimidin-4-yl)-2,3,4,5-tetrahydro-1H-benzo[c]azepin-5-yl)-1,3,4-oxadiazole-2-carboxamide C1(CCC1)C1=NN=C(O1)C(=O)NC1C2=C(CN(CC1)C)C=C(C=C2)C2=NC(=NC=C2)NC=2C=NN(C2)C